O(P1(OCOP(O1)(=O)[O-])=O)COC(C(C)(C)C)=O (pivaloyloxymethyl) (methylene) diphosphate